N-(4-amino-5-(1-cyclopropylethoxy)pyridin-2-yl)acetamide Ethyl-7-hydroxy-2,3-dihydrofuro[3,2-c]pyridine-6-carboxylate C(C)OC(=O)C1=C(C2=C(C=N1)CCO2)O.NC2=CC(=NC=C2OC(C)C2CC2)NC(C)=O